5-methyl-1,2-epoxycyclooctane CC1CCC2C(CCC1)O2